(S)-2-((3-cyanopyrazin-2-yl)amino)-4-(((R)-2-methoxypropyl)(4-(5,6,7,8-tetrahydro-1,8-naphthyridin-2-yl)butyl)amino)butanoic acid C(#N)C=1C(=NC=CN1)N[C@H](C(=O)O)CCN(CCCCC1=NC=2NCCCC2C=C1)C[C@@H](C)OC